N1=CC=C(C=C1)CN1N=CC(=C1)C=1N(C2=CC=CC=C2C1)CC(F)(F)F 2-{1-[(pyridin-4-yl)methyl]-1H-pyrazol-4-yl}-1-(2,2,2-trifluoroethyl)-1H-indol